1-(difluoroacetyl)-4-[2-methyl-4-({(1R)-1-[2-methyl-3-(trifluoromethyl)phenyl]ethyl}amino)pyrido[3,4-d]pyrimidin-6-yl]-1,4lambda5-azaphosphinan-4-one FC(C(=O)N1CCP(CC1)(=O)C1=CC2=C(N=C(N=C2N[C@H](C)C2=C(C(=CC=C2)C(F)(F)F)C)C)C=N1)F